2-bicyclopropylacetic acid C1(C(C1)CC(=O)O)C1CC1